2-({2-[(4-Chloro-2-fluorophenyl)methoxy]-3-(trifluoromethyl)-5,6,7,8-tetrahydro-1,7-naphthyridin-7-yl}methyl)-1-{[(2S)-oxetan-2-yl]methyl}-1H-thieno[2,3-d]imidazole-5-carboxylic acid ClC1=CC(=C(C=C1)COC1=NC=2CN(CCC2C=C1C(F)(F)F)CC=1N(C2=C(N1)SC(=C2)C(=O)O)C[C@H]2OCC2)F